OC1=C(C=CC=C1)C1=CC2=C(N=N1)NC1=C2[C@@H](N(CC1)C1=NC=C(C=N1)C1CCN(CC1)C1CCN(CC1)C(=O)OCC1=CC=CC=C1)C (S)-benzyl 4-(2-(3-(2-hydroxyphenyl)-5-methyl-7,8-dihydro-5H-pyrido[3',4':4,5]pyrrolo[2,3-c]pyridazin-6(9H)-yl)pyrimidin-5-yl)-[1,4'-bipiperidine]-1'-carboxylate